CN(C1=CC=C(C=C1)C(C)C)C1=CC=C(OC=2N=C(C3=C(N2)C=NC=C3)O)C=C1 2-[4-(N-methyl-4-propan-2-ylanilino)phenoxy]pyrido[3,4-d]pyrimidin-4-ol